decane-4-amine trifluoroacetate FC(C(=O)O)(F)F.CCCC(CCCCCC)N